COC1=CC=C(CN2[C@]3(CC(C[C@@]2(CCC3)C)N(C)C=3N=NC(=CC3)C3=C(C=C(C=C3)C=3C=NN(C3)C3OCCCC3)OCOC)C)C=C1 (1R,3S,5S)-9-(4-methoxybenzyl)-N-(6-(2-(methoxymethoxy)-4-(1-(tetrahydro-2H-pyran-2-yl)-1H-pyrazol-4-yl)phenyl)pyridazin-3-yl)-N,1,5-trimethyl-9-azabicyclo[3.3.1]nonan-3-amine